CNC(=N)NN=O methyl-N'-nitrosoguanidine